CN(CCCN(C(C1=CC=CC=C1)=O)C)C N-(3-dimethylamino-propyl)-N-methyl-benzamide